triazol-ol N1N=NC(=C1)O